NC1CC(C1)O (1S,3S)-3-aminocyclobutanol